C(C)C1=C(OCC(=O)N(CC(=O)O)CC2=C(C=C(C=C2)S(N)(=O)=O)F)C=C(C=C1F)F 2-[[2-(2-Ethyl-3,5-difluoro-phenoxy)acetyl]-[(2-fluoro-4-sulfamoyl-phenyl)methyl]amino]acetic acid